2-amino-5-{2-amino-[1,2,4]triazolo[1,5-a]pyridin-7-yl}-N-{[2-(cyclobutylmethoxy)phenyl]methyl}pyridine-3-carboxamide NC1=NC=C(C=C1C(=O)NCC1=C(C=CC=C1)OCC1CCC1)C1=CC=2N(C=C1)N=C(N2)N